ethyl 8-((4-methoxybenzyl)(methyl)amino)-6-((2-oxo-2H-[1,2'-bipyridin]-3-yl)amino)imidazo[1,2-b]pyridazine-3-carboxylate COC1=CC=C(CN(C=2C=3N(N=C(C2)NC=2C(N(C=CC2)C2=NC=CC=C2)=O)C(=CN3)C(=O)OCC)C)C=C1